O1C(=CC=C1)CNS(=O)(=O)C=1C=CC2=C(C=C(C(O2)C(F)(F)F)C(=O)O)C1 6-[[N-(2-furylmethyl)amino]sulfonyl]-2-trifluoromethyl-2H-1-benzopyran-3-carboxylic acid